3,5-difluoropyridine-2-carboxylic acid methyl ester COC(=O)C1=NC=C(C=C1F)F